ClC=1C=C(C=CC1F)NC(N([C@@H](C)C1=C(NC(C2=CC=CC=C12)=O)C)C)=O (S)-3-(3-chloro-4-fluorophenyl)-1-methyl-1-(1-(3-methyl-1-oxo-1,2-dihydroisoquinolin-4-yl)ethyl)urea